N-(3-(N,S-dimethylsulfonimidoyl)phenyl)-3-(4-fluoro-2-methylphenoxy)-6-(trifluoromethyl)pyridazine-4-carboxamide CN=S(=O)(C)C=1C=C(C=CC1)NC(=O)C1=C(N=NC(=C1)C(F)(F)F)OC1=C(C=C(C=C1)F)C